4-chlorobenzyl (4-(1-(1-ethyl-1H-pyrazole-5-carboxamido)ethyl)phenyl)carbamate C(C)N1N=CC=C1C(=O)NC(C)C1=CC=C(C=C1)NC(OCC1=CC=C(C=C1)Cl)=O